CC1(OC(C2CC(=CCC12)C)(C)C)C 1,1,3,3,5-pentamethyl-1,3,3a,4,7,7a-hexahydro-isobenzofuran